BrC=1C(=NC=C(C(=O)N(C)OC)C1)Cl 5-bromo-6-chloro-N-methoxy-N-methylnicotinamide